1-methyl-4-dimethylaminoethyl-piperazine CN1CCN(CC1)CCN(C)C